C1(CC1)C1=NOC=C1C=1SC=C(N1)[C@@H]1C(C12CCN(CC2)S(=O)(=O)N)(F)F (2R)-2-[2-(3-cyclopropylisoxazol-4-yl)-1,3-thiazol-4-yl]-1,1-difluoro-6-azaspiro[2.5]octane-6-sulfonamide